OCC1NCC(NCCCCN2CCCC(NC1)C2)C 10-(hydroxymethyl)-7-methyl-1,6,9,12-tetraazabicyclo[11.3.1]heptadecane